Isopropyl (3-(N-(tert-butyl)sulfamoyl)-4-(4,4,5,5-tetramethyl-1,3,2-dioxaborolan-2-yl) phenyl)carbamate C(C)(C)(C)NS(=O)(=O)C=1C=C(C=CC1B1OC(C(O1)(C)C)(C)C)NC(OC(C)C)=O